Trans-N-(4-((4-(2-(3-(dimethylamino)oxetan-3-yl)pyridin-4-yl)phenyl)sulfonyl)cyclohexyl)-5-(trifluoromethyl)pyridin-2-amine CN(C1(COC1)C1=NC=CC(=C1)C1=CC=C(C=C1)S(=O)(=O)[C@@H]1CC[C@H](CC1)NC1=NC=C(C=C1)C(F)(F)F)C